2-(2-methoxy-5-methylphenyl)phenol COC1=C(C=C(C=C1)C)C1=C(C=CC=C1)O